C(C1CCCC=C1)(=O)C1=CC=CC=C1 2,4-dihydrobenzophenone